CN1C(=N\C(\C1=O)=C/C=1C=C2C=NN(C2=CC1)C)NC1=NC=CC=C1 (5Z)-3-Methyl-5-[(1-methylindazol-5-yl)methylene]-2-(2-pyridylamino)imidazol-4-one